NC=1C=C(C#N)C=CC1NC1=CC=C(C=C1)OC(C)C 3-amino-4-((4-isopropoxyphenyl)amino)benzonitrile